C(C)(C)(C)OC(=O)N1CC=2C=CC(=NC2CC1(CC)CC)Cl 2-chloro-7,7-diethyl-7,8-dihydro-1,6-naphthyridine-6(5H)-carboxylic acid tert-butyl ester